ClC1=CC=C(C=C1)P(C1=CC=C(C=C1)Cl)C1=CC=C(C=C1)Cl.ClC1=CC=C(C=C1)P(C1=CC=C(C=C1)Cl)C1=CC=C(C=C1)Cl.ClC1=CC=C(C=C1)P(C1=CC=C(C=C1)Cl)C1=CC=C(C=C1)Cl.ClC1=CC=C(C=C1)P(C1=CC=C(C=C1)Cl)C1=CC=C(C=C1)Cl.[Pd] palladium tetrakis(tri(p-chlorophenyl)phosphine)